methyl 3-(3-chloro-5,6-dimethylpyrazine-2-carbonyl)bicyclo[1.1.1]pentane-1-carboxylate ClC=1C(=NC(=C(N1)C)C)C(=O)C12CC(C1)(C2)C(=O)OC